C1(=CC=CC=C1)C(CC1=CC=CC=C1)(C1=CC=CC=C1)C1=CC=CC=C1 1,1,1-triphenyl-2-phenylethane